C(=O)[O-].CC1=C(C(=CC=C1)C)NC(C(CC)[P+](C1=CC=CC=C1)(C1=CC=CC=C1)C1=CC=CC=C1)=O (1-((2,6-dimethylphenyl)amino)-1-oxobutan-2-yl)triphenyl-phosphonium formate